CC1(CC[C@@H](CN1)N)C (S)-6,6-dimethylpiperidin-3-amine